1,3-bis(3-isocyanatopropyl)-1,1,3,3-tetraethyldisiloxane N(=C=O)CCC[Si](O[Si](CC)(CC)CCCN=C=O)(CC)CC